FC1=C(N=C(C2=NC=C(N=C21)O)N2[C@H](CC2)C)C2=CC(=CC1=CC=C(C(=C21)C#C[Si](C(C)C)(C(C)C)C(C)C)F)OCOC (S)-8-fluoro-7-(7-fluoro-3-(methoxymethoxy)-8-((triisopropyl-silyl)ethynyl)naphthalen-1-yl)-5-(2-methylazetidin-1-yl)pyrido[3,4-b]pyrazin-2-ol